FC(C=1C=CC(=C(C(=O)N[C@H](C(C(=O)NC)=O)C[C@H]2C(N[C@@H](C2)C)=O)C1)NC(C1=CC(=CC=C1)C(F)(F)F)=O)F 5-(difluoromethyl)-N-[(1S)-3-(methylamino)-1-[[(3S,5R)-5-methyl-2-oxo-pyrrolidin-3-yl]methyl]-2,3-dioxo-propyl]-2-[[3-(trifluoromethyl)benzoyl]amino]benzamide